(S)-methyl 3-phenyl-4-nitrobutyrate C1(=CC=CC=C1)[C@H](CC(=O)OC)C[N+](=O)[O-]